C(#N)CC(CCCCCCCCCCC)OC(O)=S cyanomethyldodecylthiocarbonic acid